bis-silyl oxalate C(C(=O)O[SiH3])(=O)O[SiH3]